O=C1N(C(CC1)=O)OC(CCOCCOCCOCCOCCOCCOCCOCCOCCOCCOCCOCCOCCNC(=O)[C@](C(=O)O)(CCCCCCCCCCC(=O)O)CCCCCCCCCCC)=O (R)-2-((39-((2,5-Dioxopyrrolidin-1-yl)oxy)-39-oxo-3,6,9,12,15,18,21,24,27,30,33,36-dodecaoxanonatriacontyl)carbamoyl)-2-undecyltridecanedioic acid